1-phenyl-3,3-dimethylurea C1(=CC=CC=C1)NC(=O)N(C)C